C(CC(=O)C)(=O)OCCOCCOC(CC(=O)C)=O diethylene glycol bis(acetoacetate)